(4-fluoro-3-nitrophenyl)carbamate FC1=C(C=C(C=C1)NC([O-])=O)[N+](=O)[O-]